C1(CCCCC1)C1=CC(=C(C(=C1)[N+](=O)[O-])N[C@H]1[C@H](CCCC1)NC(=O)C1=CC(NC2=CC=CC=C12)=O)C(NC)=O N-((1S,2R)-2-((4-cyclohexyl-2-(methylcarbamoyl)-6-nitrophenyl)amino)cyclohexyl)-2-oxo-1,2-dihydroquinoline-4-carboxamide